FC(C=1C(=CNC(C1)=O)C(=O)NC=1C(=CC(=C(C1)C=1CCN(CC1)C(=O)OC1(CCC1)C)F)N1C[C@H](N([C@H](C1)C)C)C)F |r| (1-methylcyclobutyl) 4-[5-[[4-(difluoromethyl)-6-oxo-1H-pyridine-3-carbonyl]amino]-2-fluoro-4-[rac-(3R,5S)-3,4,5-trimethylpiperazin-1-yl]phenyl]-3,6-dihydro-2H-pyridine-1-carboxylate